CO[C@H](CC(=O)O)[C@H]([C@H](CC)C)NC (3R,4S,5S)-3-methoxy-5-methyl-4-(methylamino)heptanoic acid